formamidyl borate B(ONC=O)([O-])[O-]